O[C@H]1[C@@H]([C@H]([C@H]2C[C@H]3N(C[C@H]2C1)CCC1=C3NC3=CC(=CC=C31)OC)C(=O)OC)OC methyl (1S,2R,3R,4aS,13bR,14aS)-3-hydroxy-2,11-dimethoxy-1,2,3,4,4a,5,7,8,13,13b,14,14a-dodecahydroindolo[2',3':3,4]pyrido[1,2-b]isoquinoline-1-carboxylate